FC1=CC(=CC=C1)OCCC 2-fluoro-6-propoxybenzene